F[B-](F)(F)F.ClC1=C(C=CC(=C1)C(C1=CC=CC=C1)=O)SC1=CC=C(C=C1)[S+](C1=CC=C(C=C1)Cl)C1=CC=C(C=C1)Cl 4-(2-chloro-4-benzoylphenylthio)phenylbis(4-chlorophenyl)sulfonium tetrafluoroborate